C(C)(C)(C)C=1C(=C(C(O)=CC1)O)C(C)(C)C di-tert-butyl-catechol